O[C@H]1C[C@H]2[C@H](C[C@H]3[C@@H]4CC[C@H]([C@@H](CCC(=O)O)C)[C@]4(CC[C@@H]3[C@]2(CC1)C)C)O 3a,6a-dihydroxyl-5beta-cholanic acid